C(CCCCC)(=O)OCCCCCC(CC)Br 6-bromooctyl hexanoate